BrC=1C=C2C3(CN(C(C2=CC1)=O)CC(=O)NC1=C(C=C2C(=N1)N(N=C2)C2OCCCC2)F)CC3 2-(6'-bromo-1'-oxo-1'H-spiro[cyclopropane-1,4'-isoquinolin]-2'(3'H)-yl)-N-(5-fluoro-1-(tetrahydro-2H-pyran-2-yl)-1H-pyrazolo[3,4-b]pyridin-6-yl)acetamide